N1(CCC1)CC1(CC1)NC(=O)C1(CC1)CC1=C(C=CC=C1)Cl N-(1-(azetidin-1-ylmethyl)cyclopropyl)-1-(2-chlorobenzyl)cyclopropane-1-carboxamide